CC1=CC=CC=C1 benzylhydride